C(#N)C1(CCCC1)C1=CC=C(C=C1)NC(C1=C(N=CC=C1)NCC(C)(C)C)=O N-(4-(1-cyanocyclopentyl)phenyl)-2-(neopentylamino)nicotinamide